2-((2,3-difluoro-4-(4,4,5,5-tetramethyl-1,3,2-dioxaborolan-2-yl)phenyl)amino)-2-oxo-1-(3-(trifluoromethyl) phenyl)ethyl acetate C(C)(=O)OC(C(=O)NC1=C(C(=C(C=C1)B1OC(C(O1)(C)C)(C)C)F)F)C1=CC(=CC=C1)C(F)(F)F